C(C)(=O)N1CC(C(C1)CC)C(=O)N1C(CC(C1)F)C(=O)NC(C1=CC=C(C=C1)C(C)C)C1=CC=CC=C1 1-(1-acetyl-4-ethylpyrrolidine-3-carbonyl)-4-fluoro-N-{phenyl[4-(propan-2-yl)phenyl]methyl}pyrrolidine-2-carboxamide